benzyl-7'-(8-amino-1-bromoimidazo[1,5-a]pyrazin-3-yl)-4'-oxohexahydrospiro[cyclopropane-1,1'-pyrido[1,2-a]pyrazine]-2'(6'H)-carboxylate C(C1=CC=CC=C1)OC(=O)N1C2(C3N(C(C1)=O)CC(CC3)C3=NC(=C1N3C=CN=C1N)Br)CC2